r-biphenyl-4,4'-dicarbonyl dichloride C1(=CC=C(C=C1)C(=O)Cl)C1=CC=C(C=C1)C(=O)Cl